COC([O-])=O.C(CCC)N1C=[N+](C=C1)CCCC 1,3-dibutylimidazolium methyl-carbonate